FC(S(=O)(=O)OC1=C(C=CC=C1)C1CCN(CC1)[C@@H]1COC2(CN(C2)C(=O)OC(C)(C)C)C1)(F)F tert-butyl (S)-7-(4-(2-(((trifluoromethyl)sulfonyl)oxy)phenyl)piperidin-1-yl)-5-oxa-2-azaspiro[3.4]octane-2-carboxylate